8-bromo-2-(4-chloro-2-methoxyphenyl)-2,3-dihydrobenzo[b][1,4]Dioxin BrC1=CC=CC2=C1OC(CO2)C2=C(C=C(C=C2)Cl)OC